(S)-3-chloro-5-(4-(3-methoxypyrrolidin-1-yl)phenyl)pyridin-2-amine ClC=1C(=NC=C(C1)C1=CC=C(C=C1)N1C[C@H](CC1)OC)N